(3R,4R)-1-cyclohexyl-4-{[5-(2,4,6-trifluoro-phenyl)-isoxazole-3-carbonyl]-amino}-piperidine-3-carboxylic acid [1-(5-fluoro-pyridin-2-yl)-cyclopropyl]-amide FC=1C=CC(=NC1)C1(CC1)NC(=O)[C@@H]1CN(CC[C@H]1NC(=O)C1=NOC(=C1)C1=C(C=C(C=C1F)F)F)C1CCCCC1